sodium bisulfate S([O-])(O)(=O)=O.[Na+]